1-[3-fluoro-5-(2-aminoethylamino)phenyl]-3-(3-fluoro-2-hydroxymethylphenyl)urea FC=1C=C(C=C(C1)NCCN)NC(=O)NC1=C(C(=CC=C1)F)CO